C(C)OC(=O)C1OCC(N1C1=CC=C(C=C1)Br)C1=CC=CC=C1 3-(4-bromophenyl)-4-phenyloxazolidine-2-carboxylic acid ethyl ester